5-(3-bromo-4,5-dihydroisoxazol-5-yl)-N-methyl-6-[4-(trifluoromethyl)anilino]pyridine-3-sulfonamide BrC1=NOC(C1)C=1C=C(C=NC1NC1=CC=C(C=C1)C(F)(F)F)S(=O)(=O)NC